C(C1=CC=CC=C1)OCC1C(OCC1O[Si](C1=CC=CC=C1)(C1=CC=CC=C1)C(C)(C)C)O 3-((benzyloxy)methyl)-4-((tert-butyldiphenylsilyl)oxy)tetrahydrofuran-2-ol